4-Cyanobicyclo[2.2.2]octane-1-carboxylic acid C(#N)C12CCC(CC1)(CC2)C(=O)O